BrC1=CC=C(C2=CC=CC=C12)C1=NC(=NC2=CC(=CC=C12)C=1C=NC=CC1)C1=CC=2C(C3=CC=CC=C3C2C=C1)(C)C 4-(4-bromonaphthalen-1-yl)-2-(9,9-dimethyl-9H-fluoren-2-yl)-7-(pyridin-3-yl)quinazoline